C1(=CC=CC=C1)C1=NC(=CC(=N1)N1C2=CC=C(C=C2C=2C=C(C=CC12)C1=NC(=NC(=N1)C=1C=CC=2N(C3=CC=C(C=C3C2C1)C)C1=NC(=NC(=C1)C1=CC=CC=C1)C1=CC=CC=C1)C=1C=CC=2N(C3=CC=C(C=C3C2C1)C)C1=NC(=NC(=C1)C1=CC=CC=C1)C1=CC=CC=C1)C)C1=CC=CC=C1 2,4,6-tris(9-(2,6-diphenylpyrimidin-4-yl)-6-methyl-9H-carbazol-3-yl)-1,3,5-triazine